8-[4-[5-(1-methylcyclopropoxy)-1-(2-trimethylsilylethoxymethyl)indazol-3-yl]-2-pyridinyl]-5-oxa-2,8-diazaspiro[3.5]nonane-2-carboxylic acid tert-butyl ester C(C)(C)(C)OC(=O)N1CC2(C1)OCCN(C2)C2=NC=CC(=C2)C2=NN(C1=CC=C(C=C21)OC2(CC2)C)COCC[Si](C)(C)C